CN(C1CCC2(CCN(CC2)C(=O)C2(CC2)C#N)CC1)C=1C2=C(N=CN1)NC=C2 1-{9-[methyl-(7H-pyrrolo[2,3-d]pyrimidin-4-yl)-amino]-3-aza-spiro[5.5]undec-3-carbonyl}-cyclopropanecarbonitrile